(S)-1'-(6-amino-5-((2-amino-3-chloropyridin-4-yl)thio)-3-fluoropyrazine-2-yl)-1,3-dihydro-spiro[indene-2,4'-piperidine]-1-amine NC1=C(N=C(C(=N1)N1CCC2(CC1)[C@@H](C1=CC=CC=C1C2)N)F)SC2=C(C(=NC=C2)N)Cl